isopropyl-tert-butyl-bis(propoxymethyl)silane C(C)(C)[Si](COCCC)(COCCC)C(C)(C)C